chloro-1-methyl-1H-pyrazolo[4,3-c]pyridine ClC1=NN(C2=C1C=NC=C2)C